Cl.C(C)N=C=NCCCN(C)C N-ethyl-N'-(dimethylamino)propyl-carbodiimide hydrochloride